2,6-bis(benzyloxy)-3-(4-bromo-2,5-difluorophenyl)pyridine C(C1=CC=CC=C1)OC1=NC(=CC=C1C1=C(C=C(C(=C1)F)Br)F)OCC1=CC=CC=C1